BrC=1C=C(C=C(C1)F)NC(=O)NC1=C(C(=CC(=C1)Br)Br)CO 1-(3-bromo-5-fluorophenyl)-3-(3,5-dibromo-2-hydroxymethylphenyl)urea